8-(((3-(((tert-butyldimethylsilyl)oxy)methyl)benzyl)oxymethyl)benzyloxy)-N,N-bis(4-methoxybenzyl)-2-(methylsulfonyl)-7H-purin-6-amine [Si](C)(C)(C(C)(C)C)OCC=1C=C(COCC(C2=CC=CC=C2)OC2=NC3=NC(=NC(=C3N2)N(CC2=CC=C(C=C2)OC)CC2=CC=C(C=C2)OC)S(=O)(=O)C)C=CC1